N-(3-((2R,3S,5R)-6-amino-3,5-difluoro-2,5-dimethyl-2,3,4,5-tetrahydropyridin-2-yl)-4-fluorophenyl)-1-(difluoromethyl)-1H-pyrazole-3-carboxamide NC=1[C@](C[C@@H]([C@@](N1)(C)C=1C=C(C=CC1F)NC(=O)C1=NN(C=C1)C(F)F)F)(C)F